ClC=1C=C(C=C2C(=C(C=NC12)C#N)NCC(C)(C)C)N[C@H](C=1N=NN(C1)C1(CCC1)C(=O)N)C=1C(=NC(=CC1)F)C (S)-1-(4-(((8-chloro-3-cyano-4-(neopentylamino)quinolin-6-yl)amino)(6-fluoro-2-methylpyridin-3-yl)methyl)-1H-1,2,3-triazol-1-yl)cyclobutane-1-carboxamide